m-methyl-cinnamoyl chloride CC=1C=C(C=CC(=O)Cl)C=CC1